C1=C2C3=C(NC2=C(C=C1)C(=O)O)CCCCC3 5H,6H,7H,8H,9H,10H-cyclohepta[b]indole-4-carboxylic acid